ClC1=C(C=C(C=2C3=C(NC12)CCN(C3)C(CO)=O)C3=NN(C=C3)CCCC(=O)N)Cl (2-(3-(6,7-dichloro-2-(2-hydroxyacetyl)-2,3,4,5-tetrahydro-1H-pyrido[4,3-b]indol-9-yl)-1H-pyrazol-1-yl)ethyl)acetamide